2,6-dioctadecylbenzimidazolium tetrakis(pentafluorophenyl)borate FC1=C(C(=C(C(=C1[B-](C1=C(C(=C(C(=C1F)F)F)F)F)(C1=C(C(=C(C(=C1F)F)F)F)F)C1=C(C(=C(C(=C1F)F)F)F)F)F)F)F)F.C(CCCCCCCCCCCCCCCCC)C=1NC2=C([NH+]1)C=C(C=C2)CCCCCCCCCCCCCCCCCC